CS(=NC(C1=CC=C(C=C1)C1=NOC(=N1)C(F)(F)F)=O)(CC1=NC=CC=C1)=O N-(methyl(oxo)(pyridin-2-ylmethyl)-λ6-sulfaneylidene)-4-(5-(trifluoromethyl)-1,2,4-oxadiazol-3-yl)benzamide